(S)-4-chloro-N-(5-((3-fluorophenyl)ethynyl)-3-methylpyridin-2-yl)-1-(tetrahydrofuran-3-yl)-1H-pyrazole-5-carboxamide ClC=1C=NN(C1C(=O)NC1=NC=C(C=C1C)C#CC1=CC(=CC=C1)F)[C@@H]1COCC1